Pyridin-6-ylmethanol N1=CC=CC=C1CO